BrC1=CC(=C2C(N=C(O2)OCC)=C1O)Br 5,7-Dibromo-2-ethoxybenzo[d]oxazol-4-ol